(5-((tert-butyldimethylsilyl)oxy)tetrahydro-2H-pyran-2-yl)methyl 4-methylbenzenesulfonate CC1=CC=C(C=C1)S(=O)(=O)OCC1OCC(CC1)O[Si](C)(C)C(C)(C)C